CN(C)CCC=C1C2=CC=CC=C2CCC3=CC=CC=C31 The molecule is an organic tricyclic compound that is 10,11-dihydro-5H-dibenzo[a,d][7]annulene substituted by a 3-(dimethylamino)propylidene group at position 5. It has a role as an adrenergic uptake inhibitor, an antidepressant, an environmental contaminant, a xenobiotic and a tropomyosin-related kinase B receptor agonist. It is a tertiary amine and an organic tricyclic compound. It derives from a hydride of a dibenzo[a,d][7]annulene.